FC=1C=C(C=CC1CN(C)C1CCN(CC1)C1=CC=C(C=C1)C1C(COC2=CC(=CC=C12)O)C1=CC=CC=C1)N1C(NC(CC1)=O)=O 1-(3-fluoro-4-(((1-(4-(7-hydroxy-3-phenylchroman-4-yl)phenyl)piperidin-4-yl)(methyl)amino)methyl)phenyl)dihydropyrimidine-2,4(1H,3H)-dione